(R)-6-((2-(1-(cyclopropylsulfonyl)-1H-pyrazol-4-yl)pyrimidin-4-yl)amino)-4-(isopropylamino)-N-(pyrrolidin-2-ylmethyl)nicotinamide C1(CC1)S(=O)(=O)N1N=CC(=C1)C1=NC=CC(=N1)NC1=NC=C(C(=O)NC[C@@H]2NCCC2)C(=C1)NC(C)C